ClC1=C2N=C(N(C2=NC(=N1)C=1SC=CC1)C1OCCCC1)N1CCN(CC1)C1=C(C=C(C(=O)O)C=C1)F 4-(4-(6-chloro-9-(tetrahydro-2H-pyran-2-yl)-2-(thiophen-2-yl)-9H-purin-8-yl)piperazin-1-yl)-3-fluorobenzoic acid